C[C@H]1CC[C@@H](C(C1)=O)C(C)C |r| (2RS,5SR)-5-METHYL-2-(2-PROPANYL)CYCLOHEXANONE